FC=1C(=CC=2C=3N(C(=NC2C1)N)N=C(N3)[C@H]3CN(CCC3)C=3C=NN(C3)C)F |o1:15| (R or S)-8,9-difluoro-2-(1-(1-methyl-1H-pyrazol-4-yl)piperidin-3-yl)-[1,2,4]triazolo[1,5-c]quinazolin-5-amine